The molecule is a xylonate. It has a role as a human metabolite. It is a conjugate base of a L-xylonic acid. It is an enantiomer of a D-xylonate. C([C@@H]([C@H]([C@@H](C(=O)[O-])O)O)O)O